tert-butyl (2S)-4-[(3-amino-5-chloro-2-methyl-phenyl) methyl]-2-methyl-piperazine-1-carboxylate NC=1C(=C(C=C(C1)Cl)CN1C[C@@H](N(CC1)C(=O)OC(C)(C)C)C)C